1-(4-chloro-3-methylphenyl)-3-(ethoxycarbonyl)-1H-pyrazole-5-carboxylic acid ClC1=C(C=C(C=C1)N1N=C(C=C1C(=O)O)C(=O)OCC)C